C(C)(C)(C)C=1C=CC(=C(C1)S(=O)(=O)N)OCC(F)(F)F 5-tert-butyl-2-(2,2,2-trifluoroethoxy)benzenesulfonamide